Dibromo-benzol BrC1=C(C=CC=C1)Br